OC1=C(C=C(C=C1)CCOC(C=C)=O)N1N=C2C(=N1)C=CC=C2 2-[2-hydroxy-5-[2-(acryloyloxy)ethyl]phenyl]-2H-benzotriazole